2-(4-bromo-phenyl)-2-methyl-propan-1-ol BrC1=CC=C(C=C1)C(CO)(C)C